ClC=1C(=C(C=CC1)NC1=C(NC2=C1C(N(CC2)C(=O)OC(C)(C)C)=O)C2=C(C=NC=C2)OC[C@@H]2CNC(CO2)=O)OC tert-butyl 3-[(3-chloro-2-methoxyphenyl)amino]-4-oxo-2-(3-{[(2S)-5-oxomorpholin-2-yl]methoxy}pyridin-4-yl)-1H,6H,7H-pyrrolo[3,2-c]pyridine-5-carboxylate